C(C)(C)(C)C1=CC=C(C=C1)\C=C/C(=O)C1=CC=C(C=C1)S(=O)(=O)NCCC(=O)O 3-[[4-[(Z)-3-(4-Tert-butylphenyl)prop-2-enoyl]phenyl]sulfonylamino]propanoic acid